C(N)(=O)OC[C@@H](OC(N)=O)COP(=O)(O)OCCN 1,2-dicarbamoyl-sn-glycero-3-phosphoethanolamine